[N].[N].[N].C1(C=CC(N1)=O)=O.C1(C=CC(N1)=O)=O bismaleimide tri-nitrogen